2-(4-(2-(benzo[d]thiazol-6-yl)-3-isopropyl-1H-indol-5-yl)piperidin-1-yl)-N,N-dimethylacetamide S1C=NC2=C1C=C(C=C2)C=2NC1=CC=C(C=C1C2C(C)C)C2CCN(CC2)CC(=O)N(C)C